ClC=1C=C(C=CC1N1C(N(C=C1)C)=O)C1=C(C(=CC(=C1)F)C=1C=NC(=C(C1)N1CC2(CC2)C(C1)(C)O)C1CC1)O 1-(3-chloro-3'-(6-cyclopropyl-5-(7-hydroxy-7-methyl-5-azaspiro[2.4]heptan-5-yl)pyridin-3-yl)-5'-fluoro-2'-hydroxy-[1,1'-biphenyl]-4-yl)-3-methyl-1H-imidazol-2(3H)-one